ClC(C1=NC(=NO1)C1=CC=C(CN(S(=O)(=O)CC)OC)C=C1)(F)F N-(4-{5-[chloro(difluoro)methyl]-1,2,4-oxadiazol-3-yl}benzyl)-N-methoxyethanesulfonamide